[2-(piperidin-4-yl)ethyl]-6alpha-hydroxyandrostan-17-one N1CCC(CC1)CCC[C@@]12C(CC[C@H]1[C@@H]1C[C@@H](C3CCCC[C@]3(C)[C@H]1CC2)O)=O